N1=CC=C(C=C1)C1=NN2C(N=C(C=C2N2CCOCC2)N2N=C(C=C2)C2=CC=NC=C2)=C1 4-[2-(4-pyridyl)-5-[3-(4-pyridyl)pyrazol-1-yl]pyrazolo[1,5-a]pyrimidin-7-yl]morpholine